ClC=1C=CC(=C(C1)C1=C2C(=NC(=C1)C)C(=CS2)C(=O)OC(C)(C)C)OCCN2C(=NC1=CC(=C(C(=C1C2=O)C#N)N2CCN(CC2)C)C(F)(F)F)C tert-butyl 7-(5-chloro-2-(2-(5-cyano-2-methyl-6-(4-methylpiperazin-1-yl)-4-oxo-7-(trifluoromethyl)quinazolin-3(4H)-yl)ethoxy)phenyl)-5-methylthieno[3,2-b]pyridine-3-carboxylate